S1C=CC=2C(=NC=CC21)OS(=O)(=O)C(F)(F)F.ClC=2C=C(N)C=C(C2OC2=NC=C(C(=C2)SCC2=CC=C(C=C2)OC)OC)Cl 3,5-dichloro-4-[[5-methoxy-4-[(4-methoxyphenyl)methylsulfanyl]-2-pyridinyl]oxy]aniline thieno[3,2-c]pyridin-4-yl-triflate